ethyl 7-chloro-6-fluoro-1-methyl-4-oxo-1,4-dihydroquinoline-3-carboxylate ClC1=C(C=C2C(C(=CN(C2=C1)C)C(=O)OCC)=O)F